methylphenylethynylmethyldivinylsilane CC=C[Si](C=C)(C)C#CC1=CC=CC=C1